C(C1=CC=CC=C1)NC1=CC2=C(N(C(=N2)C=2N(C(C(=C(N2)C(=O)NC=2C=NOC2)OC)=O)C)C2CCC2)C=C1 2-[5-(benzylamino)-1-cyclobutyl-1H-1,3-benzodiazol-2-yl]-5-methoxy-1-methyl-N-(1,2-oxazol-4-yl)-6-oxo-1,6-dihydropyrimidine-4-carboxamide